[Cl-].C(C1=CC=CC=C1)[N+](CC)(CC)CC N-benzyl-N,N,N-triethyl-ammonium chloride